(L)-Arginin N[C@@H](CCCNC(N)=N)C(=O)O